ClC1=CC=C(C=C1)C=1N=C2N(C=CC=C2C)C1 2-(4-chlorophenyl)-8-methylimidazo[1,2-a]pyridine